N-(2-((5-chloro-2-(imidazo[1,2-a]pyridin-7-ylamino)pyrimidin-4-yl)amino)phenyl)methylsulfonamide ClC=1C(=NC(=NC1)NC1=CC=2N(C=C1)C=CN2)NC2=C(C=CC=C2)CNS(=O)=O